(2S,4R)-1-((S)-2-amino-2-(tetrahydro-2H-pyran-4-yl)acetyl)-4-hydroxy-N-(4-(4-methylthiazol-5-yl)benzyl)pyrrolidine-2-carboxamide N[C@H](C(=O)N1[C@@H](C[C@H](C1)O)C(=O)NCC1=CC=C(C=C1)C1=C(N=CS1)C)C1CCOCC1